FC=1C=C2CC(CN3C2=C(C1F)C=C3)NC 8,9-difluoro-N-methyl-5,6-dihydro-4H-pyrrolo[3,2,1-ij]quinolin-5-amine